methyl 4-(6-chloro-1-(4-fluoro-2-methylphenyl)-4-oxo-1,4-dihydroquinazolin-3(2H)-yl)furan-2-carboxylate ClC=1C=C2C(N(CN(C2=CC1)C1=C(C=C(C=C1)F)C)C=1C=C(OC1)C(=O)OC)=O